CC1=C(C=C(C=C1)NCC1=CC=C(O1)C(=O)O)C1=NOC(=N1)C(C)C1=CC=CC2=CC=CC=C12 5-(((4-Methyl-3-(5-(1-(naphthalen-1-yl)ethyl)-1,2,4-oxadiazol-3-yl)phenyl)amino)methyl)furan-2-carboxylic acid